C1(CC1)C1=CC=CC(=N1)NC=1C=C2C=CNC2=CC1 N-(6-cyclopropylpyridin-2-yl)-1H-indol-5-amine